N-(6-Chloro-4-(4,4,5,5-tetramethyl-1,3,2-dioxaborolan-2-yl)-5-((triisopropylsilyl)ethynyl)naphthalen-2-yl)-1,1-diphenylmethanimine ClC=1C(=C2C(=CC(=CC2=CC1)N=C(C1=CC=CC=C1)C1=CC=CC=C1)B1OC(C(O1)(C)C)(C)C)C#C[Si](C(C)C)(C(C)C)C(C)C